FC=1C=NC(=NC1)N1CC(C1)N 1-(5-Fluoropyrimidin-2-yl)azetidin-3-amine